C(N)(=O)C1=NN(C(=C1)C)C1=CC=C(CC2=CC=C(C=C2)C=2C=CC(=NC2)C(=O)N2CCN(CC2)C(=O)OC(C)(C)C)C=C1 tert-Butyl 4-(5-(4-(4-(3-carbamoyl-5-methyl-1H-pyrazol-1-yl)benzyl)phenyl)picolinoyl)piperazine-1-carboxylate